(R)-2-((1-(3-cyclopropyl-6,7-difluoro-4-oxo-2-(tetrahydro-2H-pyran-4-yl)-3,4-dihydroquinazolin-8-yl)ethyl)amino)benzoic acid C1(CC1)N1C(=NC2=C(C(=C(C=C2C1=O)F)F)[C@@H](C)NC1=C(C(=O)O)C=CC=C1)C1CCOCC1